[C@@H]1(CC\C=C\CCC1)O (1R,4E)-cyclooct-4-en-1-ol